1-acetyl-b-carboline C(C)(=O)C1=NC=CC=2C3=CC=CC=C3NC12